C(C)C1(COC1)COC1=CC(=CC=C1)OCC1(COC1)CC 1,3-bis[(3-ethyloxetane-3-yl)methoxy]benzene